FC1=CC(=C(C=C1)C1=CC=C(C=C1)CC(=O)O)S(NC=1C=NC=2CCNC(C2C1)=O)(=O)=O 2-(4'-fluoro-2'-(N-(5-oxo-5,6,7,8-tetrahydro-1,6-naphthyridin-3-yl)sulfamoyl)-[1,1'-biphenyl]-4-yl)acetic acid